2-[[2-fluoro-5-(1-methylpyrazol-3-yl)phenyl]methylamino]-5-propyl-4H-[1,2,4]triazolo[1,5-a]pyrimidin-7-one FC1=C(C=C(C=C1)C1=NN(C=C1)C)CNC1=NN2C(NC(=CC2=O)CCC)=N1